6-amino-1-methylquinolin-2(1H)-one NC=1C=C2C=CC(N(C2=CC1)C)=O